C(C)(C)(C)OC(=O)N([C@@H](C(C1=CN(C2=CC=CC=C12)C)(C)C)C(=O)N[C@@H](C(C)(C)C)C(=O)N(C)[C@@H](C(C)C)\C=C(/C)\C(=O)O)C N-(tert-butoxycarbonyl)-N,β,β,1-tetramethyl-L-tryptophanyl-N-[(3S,4E)-5-carboxy-2-methylhex-4-en-3-yl]-N,3-dimethyl-L-valinamide